CC=1C=C(C=CC1)C1=NN2C(=NC=3C=CC=CC3C2=N1)N[C@H]1C(NCCCC1)=O (3R)-3-{[2-(3-methylphenyl)[1,2,4]triazolo[1,5-c]quinazolin-5-yl]amino}azepan-2-one